(4-(2-oxo-2,3-dihydro-1H-imidazo[4,5-b]pyridin-7-yl)-1H-pyrazole-1-carbonyl)azetidine-3-carbonitrile O=C1NC=2C(=NC=CC2C=2C=NN(C2)C(=O)N2CC(C2)C#N)N1